N-(2,6-dioxopiperidin-3-yl)-2-methoxy-4-(4-(piperidin-4-ylmethyl)piperazin-1-yl)benzamide O=C1NC(CCC1NC(C1=C(C=C(C=C1)N1CCN(CC1)CC1CCNCC1)OC)=O)=O